2-(3-fluoro-2-isopropylphenyl)-4-(methylthio)-7,8-dihydroquinazolin-5(6H)-one FC=1C(=C(C=CC1)C1=NC=2CCCC(C2C(=N1)SC)=O)C(C)C